4-methyl-7-[2-(oxan-2-yloxy)ethyl]-2-[3-(trifluoromethoxy)phenoxy]-1H,4H,5H,6H,7H,8H-imidazo[4,5-e][1,4]diazepine-5,8-dione CN1C(CN(C(C2=C1N=C(N2)OC2=CC(=CC=C2)OC(F)(F)F)=O)CCOC2OCCCC2)=O